1-chloro-2-methylbutane ClCC(CC)C